[Cl-].BrC1=CC=C(C=C1)C=1N(C=[N+]2C1C=1NC3=CC=CC=C3C1C=C2)C2=CC=CC=C2 1-(4-Bromophenyl)-2-phenyl-2,11-dihydroimidazo[1',5':1,2]pyrido[3,4-b]indol-4-ium chloride